isobutoxypropan C(C(C)C)OCCC